(6-fluoro-2-methoxypyridin-3-yl)boric acid FC1=CC=C(C(=N1)OC)OB(O)O